FC=1C=C(C(=O)N2CCC(CC2)N2CC(C2)(N2N=CC(=C2)C=2C3=C(N=CN2)NC=C3)CC#N)C=CC1C=1C=NC=CC1 {1-[1-(3-fluoro-4-pyridin-3-ylbenzoyl)piperidin-4-yl]-3-[4-(7H-pyrrolo[2,3-d]pyrimidin-4-yl)-1H-pyrazol-1-yl]azetidin-3-yl}acetonitrile